C1(CCCC1)N1C=CC=2C(=NC(=CC21)NC=2SC(=CN2)C)OC2CN(CC2)C(C=C)=O 1-(3-((1-cyclopentyl-6-((5-methylthiazol-2-yl)amino)-1H-pyrrolo[3,2-c]pyridin-4-yl)oxy)pyrrolidin-1-yl)prop-2-en-1-one